ClC1=NC=2N(C(=C1)C)N(CC2C(=O)O)[C@@H](C(F)(F)F)C (R)-5-chloro-7-methyl-N-(1,1,1-trifluoropropan-2-yl)pyrazolo[1,5-a]Pyrimidine-3-carboxylic acid